The molecule is a ruthenium coordination entity consisting of ruthenium(II) bound to three 4,4'-diphenyl-2,2'-bipyridine units. It has a role as a fluorochrome. C1=CC=C(C=C1)C2=CC(=NC=C2)C3=NC=CC(=C3)C4=CC=CC=C4.C1=CC=C(C=C1)C2=CC(=NC=C2)C3=NC=CC(=C3)C4=CC=CC=C4.C1=CC=C(C=C1)C2=CC(=NC=C2)C3=NC=CC(=C3)C4=CC=CC=C4.[Ru+2]